Magnesium-zinc oxide [O-2].[Zn+2].[Mg+2].[O-2]